1-[6-[[8-(8-azabicyclo[3.2.1]octan-8-yl)-6-[(1R)-1-hydroxyethyl]pyrido[3,4-d]pyrimidin-2-yl]amino]pyridin-3-yl]-4-methylpiperazin-2-one C12CCCC(CC1)N2C2=NC(=CC1=C2N=C(N=C1)NC1=CC=C(C=N1)N1C(CN(CC1)C)=O)[C@@H](C)O